ClC1=CC=CC=2C=NSC21 7-chloro-1,2-benzisothiazole